C1=CC=CC=2C3=CC=CC=C3C(C12)N1CC=2N=C(N=C(C2C1)N1C[C@@H](NCC1)CC#N)OC[C@H]1N(CCC1)C 2-((S)-4-(6-(9H-fluoren-9-yl)-2-(((S)-1-methylpyrrolidin-2-yl)methoxy)-6,7-dihydro-5H-pyrrolo[3,4-d]pyrimidin-4-yl)piperazin-2-yl)acetonitrile